COC(C1=C(C=CC(=C1)C1=C2C(=NC=C1)N(C(C2(C)C)=O)C=2C=NC=CC2)C(F)(F)F)=O 5-(3,3-dimethyl-2-oxo-1-(pyridin-3-yl)-2,3-dihydro-1H-pyrrolo[2,3-b]pyridin-4-yl)-2-(trifluoromethyl)benzoic acid methyl ester